NC1=NC=CC=C1C1=NC=2C(=NC(=CC2Br)N2N=CC=C2)N1C=1C=C2CC[C@@H](C2=CC1)NC(C1=CC(=C(C=C1)OCC1=CC=C(C=C1)OC)C1OCCO1)=O N-[(1S)-5-[2-(2-aminopyridin-3-yl)-7-bromo-5-(pyrazol-1-yl)imidazo[4,5-b]pyridin-3-yl]-2,3-dihydro-1H-inden-1-yl]-3-(1,3-dioxolan-2-yl)-4-[(4-methoxyphenyl)methoxy]benzamide